tert-butyl 2-(4-amino-9H-pyrido[3',4':4,5]pyrrolo[2,3-d]pyrimidin-9-yl)acetate NC=1C2=C(N=CN1)N(C1=C2C=NC=C1)CC(=O)OC(C)(C)C